C(#N)C(=CC(=O)N)C#N dicyano-acrylamide